3-([4-[1-methyl-4-(trifluoromethyl)-1H-imidazol-2-yl]phenyl]methyl)-5-[2-(propan-2-yl)phenyl]-2H,3H-[1,3]oxazolo[4,5-d]pyrimidin-2-one CN1C(=NC(=C1)C(F)(F)F)C1=CC=C(C=C1)CN1C(OC2=C1N=C(N=C2)C2=C(C=CC=C2)C(C)C)=O